C/C(=C/C)/CCC=C(C)C (Z)-3,7-dimethylocta-2,6-dien